COC=1N=CC2=C(N1)C=CN2CC(C)(N(C)C)C 1-(2-methoxy-5H-pyrrolo[3,2-d]pyrimidin-5-yl)-N,N,2-trimethylpropan-2-amine